(rac)-(6-(5-cyclopropyl-2-fluorophenyl)-2-azaspiro[3.4]oct-2-yl)((1s,3s)-3-hydroxy-3-methylcyclobutyl)methanone C1(CC1)C=1C=CC(=C(C1)[C@H]1CC2(CN(C2)C(=O)C2CC(C2)(C)O)CC1)F |r|